methyl (2S)-2-(tert-butoxycarbonylamino)-4-(3-hydroxypropoxy)butanoate C(C)(C)(C)OC(=O)N[C@H](C(=O)OC)CCOCCCO